C(C)(=O)N1CCC(CC1)OC1=CC2=C(C(N(CC(O2)C)C[C@@H](CN2CC3=CC=CC=C3CC2)O)=O)C=C1 8-[(1-acetyl-4-piperidyl)oxy]-4-[(2R)-3-(3,4-dihydro-1H-isoquinolin-2-yl)-2-hydroxy-propyl]-2-methyl-2,3-dihydro-1,4-benzoxazepin-5-one